C(C)(C)(C)OC(=O)N1C[C@@H](CC1)C(=O)NNC=1C[C@H](CN1)C1=C(C(=CC=C1OCC=C)Cl)Cl (R)-3-(2-((S)-3-(6-(allyloxy)-2,3-dichlorophenyl)-3,4-dihydro-2H-pyrrol-5-yl)hydrazine-1-carbonyl)pyrrolidine-1-carboxylic acid tert-butyl ester